3-(3-fluorophenyl)propanoyl chloride FC=1C=C(C=CC1)CCC(=O)Cl